C[Si](C1=CC=C(C=C1)CC#N)(C)C 2-(4-(trimethylsilyl)phenyl)acetonitrile